NCCCC[C@@H](C(=O)O)NC(=O)OC(C)(C)C (S)-6-amino-2-((tert-butoxycarbonyl)amino)hexanoic acid